N-(5-((6-Methoxy-7-(3-morpholinopropoxy)chinolin-4-yl)oxy)pyridin-2-yl)-4-(7-oxa-2-azaspiro[3.5]nonan-2-yl)picolinamid COC=1C=C2C(=CC=NC2=CC1OCCCN1CCOCC1)OC=1C=CC(=NC1)NC(C1=NC=CC(=C1)N1CC2(C1)CCOCC2)=O